ClC1=CC=C(C=C1)C(C(=O)C1=CC=CC=C1)(CC(=O)C1=CC=CC=C1)C1=CC=C(C=C1)Cl 2,2-bis(4-chlorophenyl)-1,4-diphenylbutane-1,4-dione